FC=1C(=NC(=NC1C=1SC=CC1)C1=CN(C2=NC=C(N=C21)C)C(C2=CC=CC=C2)(C2=CC=CC=C2)C2=CC=CC=C2)N[C@@H]2[C@H](C1CCC2CC1)C(=O)OCC (2S,3S)-ethyl 3-((5-fluoro-2-(2-methyl-5-trityl-5H-pyrrolo[2,3-b]pyrazin-7-yl)-6-(thiophen-2-yl)pyrimidin-4-yl)amino)bicyclo[2.2.2]octane-2-carboxylate